FC1=C(C=CC(=C1O)F)B(O)O (2,4-difluoro-3-hydroxy-phenyl)boronic acid